N4-(5-cyclopentyl-1H-pyrazol-3-yl)-N2-methylpyrimidine-2,4-diamine C1(CCCC1)C1=CC(=NN1)NC1=NC(=NC=C1)NC